C(C)(C)N1C(=NN=C1)C1=CC=CC(=N1)NC(N(C=1SC2=C(N1)C=CC=C2C)C)=O 3-(6-(4-isopropyl-4H-1,2,4-triazol-3-yl)pyridin-2-yl)-1-methyl-1-(7-methylbenzo[d]thiazol-2-yl)urea